Cl.ClC(OC1=CC=C(N)C=C1)(F)F 4-(chlorodifluoromethoxy)aniline HCl